[Si](C1=CC=CC=C1)(C1=CC=CC=C1)(C(C)(C)C)OC(C(CCCCC[C@@H](C=1NC=C(N1)C1=CC=C(C=C1)F)NC(=O)[C@H]1CC12CCN(CC2)C)=O)C (1S)-N-((1S)-8-((tert-butyldiphenylsilyl)oxy)-1-(4-(4-fluorophenyl)-1H-imidazol-2-yl)-7-oxononyl)-6-methyl-6-azaspiro[2.5]octane-1-carboxamide